4,4,5,5,6,6-hexafluoro-1,3-dioxan-2-one FC1(OC(OC(C1(F)F)(F)F)=O)F